OCC=1OC=C(C(C1)=O)OC 2-(hydroxymethyl)-5-methoxy-4H-pyran-4-one